C(C)(C)(C)OC(=O)NCCN([C@H](C(=O)OCC1=CC=CC=C1)C(C)C)C benzyl (S)-2-((2-((tert-butoxycarbonyl)amino)ethyl)(methyl) amino)-3-methylbutanoate